F[B-](F)(F)F.C(C)(C)(C)[PH+](C1=CC(=CC(=C1)C)C)C(C)(C)C di-(tert-butyl)(3,5-dimethylphenyl)phosphonium tetrafluoroborate